tert-butyl (R)-(1-(6-cyclopropyl-8-(((3-hydroxyoxetan-3-yl)methyl)amino)imidazo[1,2-a]pyridin-2-yl)ethyl)carbamate C1(CC1)C=1C=C(C=2N(C1)C=C(N2)[C@@H](C)NC(OC(C)(C)C)=O)NCC2(COC2)O